2-(3-acetyl-5-(pyrimidin-5-ylethynyl)-1H-indol-1-yl)-N-(2-((3-chloro-2-fluorophenylmethyl)amino)-2-oxoethyl)-N-isopropylacetamide C(C)(=O)C1=CN(C2=CC=C(C=C12)C#CC=1C=NC=NC1)CC(=O)N(C(C)C)CC(=O)NCC1=C(C(=CC=C1)Cl)F